[Si](C1=CC=CC=C1)(C1=CC=CC=C1)(C(C)(C)C)OCCCC(=O)NC1=C(C=CC(=C1)NC=1N=CC2=C(N1)NC(C=C2C#C[Si](C(C)C)(C(C)C)C(C)C)=O)N2CCN(CC2)CCOC 4-[(tert-butyldiphenylsilyl)oxy]-N-{2-[4-(2-methoxyethyl)piperazin-1-yl]-5-({7-oxo-5-[2-(triisopropylsilyl)ethynyl]-8H-pyrido[2,3-d]pyrimidin-2-yl}amino)phenyl}butanamide